C(C)OC(OCC)[SiH2]CC[SiH2]C(OCC)OCC 1,2-bis(diethoxymethylsilyl)ethane